NC1=CC(=C(C=C1)N(C(OC(C)(C)C)=O)C(=O)OC(C)(C)C)Cl tert-Butyl N-(4-amino-2-chloro-phenyl)-N-tert-butoxycarbonyl-carbamate